tri(glycidyloxyphenyl)ethane C(C1CO1)OC1=C(C=CC=C1)C(C)(C1=C(C=CC=C1)OCC1CO1)C1=C(C=CC=C1)OCC1CO1